3-(3-(trifluoromethyl)phenyl)-7-oxabicyclo[2.2.1]heptane-2-carboxamide FC(C=1C=C(C=CC1)C1C(C2CCC1O2)C(=O)N)(F)F